2-(3-((2-butyl-5-(2-(4-cyclopropylpiperazin-1-yl)-2-oxoethyl)-4-methyl-6-oxopyrimidin-1(6H)-yl)methyl)-1H-indol-1-yl)-N-(4,5-dimethylisoxazol-3-yl)-N-(methoxymethyl)benzenesulfonamide C(CCC)C=1N(C(C(=C(N1)C)CC(=O)N1CCN(CC1)C1CC1)=O)CC1=CN(C2=CC=CC=C12)C1=C(C=CC=C1)S(=O)(=O)N(COC)C1=NOC(=C1C)C